3-(5-{[2-chloro-6-(trifluoromethyl)phenyl]methoxy}pyridin-2-yl)-5-(hydroxymethyl)-1,3-oxazolidin-2-one ClC1=C(C(=CC=C1)C(F)(F)F)COC=1C=CC(=NC1)N1C(OC(C1)CO)=O